ClC1=CC=C(C=C1)C1=N[C@H](C=2N(C3=C1C=C(C=C3)O)C(=NN2)C)CC(=O)NCC 2-((4S)-6-(4-chlorophenyl)-8-hydroxy-1-methyl-4H-benzo[f][1,2,4]triazolo[4,3-a][1,4]diazepin-4-yl)-N-ethylacetamide